S-(2-(2-(4-((tert-butoxycarbonyl)amino)phenoxy)ethoxy)ethyl) ethanethioate C(C)(SCCOCCOC1=CC=C(C=C1)NC(=O)OC(C)(C)C)=O